6-Chloro-N-[3,6-difluoro-5-(2-fluoroethoxy)pyridin-2-yl]-7-(difluoromethyl)-1H-indol-3-sulfonamid ClC1=CC=C2C(=CNC2=C1C(F)F)S(=O)(=O)NC1=NC(=C(C=C1F)OCCF)F